FC1=CC=C2C(=CC(=NC2=C1)C(=O)[O-])C(=O)N1CCCCC1 7-fluoro-4-(piperidine-1-carbonyl)quinoline-2-carboxylate